3-(3-(4-chloro-3-trifluoromethylphenyl)ureido)-N-isopropyl-2,3,4,9-tetrahydro-1H-carbazole-7-carboxamide ClC1=C(C=C(C=C1)NC(NC1CCC=2NC3=CC(=CC=C3C2C1)C(=O)NC(C)C)=O)C(F)(F)F